Cl.C[C@@H]1N(C2=CC=CC=C2[C@@H](C1)NC1=CC=C(C=C1)C=1C=NN(C1)C1CCNCC1)C(CC)=O 1-((2S,4R)-2-methyl-4-((4-(1-(piperidin-4-yl)-1H-pyrazol-4-yl)phenyl)amino)-3,4-dihydroquinolin-1(2H)-yl)propan-1-one hydrochloride